(S)-ethyl 3-amino-3-(4,5-difluoro-2',6'-dimethylbiphenyl-3-yl)propanoate N[C@@H](CC(=O)OCC)C=1C=C(C=C(C1F)F)C1=C(C=CC=C1C)C